(E)-3-(2-(4-((2-fluorobenzyl)amino)piperidin-1-yl)phenyl)-N-hydroxyacrylamide FC1=C(CNC2CCN(CC2)C2=C(C=CC=C2)/C=C/C(=O)NO)C=CC=C1